CC1(CC1)NC(C(=O)N1CC2(CC2)C[C@H]1C(=O)N[C@@H](C[C@H]1C(NCC1)=O)C(COC(F)(F)F)=O)=O (S)-5-(2-((1-methylcyclopropyl)-amino)-2-oxoacetyl)-N-((S)-3-oxo-1-((S)-2-oxopyrrolidin-3-yl)-4-(trifluoromethoxy)butan-2-yl)-5-azaspiro[2.4]-heptane-6-carboxamide